4-(4-chlorophenyl)imidazole ClC1=CC=C(C=C1)C=1N=CNC1